CC=1C(=NC(N([C@H]2[C@H](O)[C@H](O)[C@@H](CO)O2)C1)=O)NC(CCC)=O 5-methyl-N4-butyryl-cytidine